BrC1=CN=CC2=CC=CC(=C12)[N+](=O)[O-] 4-bromo-5-nitro-isoquinoline